ClC=1C(=C(C(=O)OC)C(=CC1C#N)NC1=C(C=C(C=C1)F)C)F methyl 3-chloro-4-cyano-2-fluoro-6-((4-fluoro-2-methyl-phenyl)amino)benzoate